C(C)(C)(C)OC(=O)N1C(CCCC1)OCC#CC1=CC2=C(N(C(N2C)=O)C2C(NC(CC2)=O)=O)C=C1 ((3-(1-(2,6-dioxopiperidin-3-yl)-3-methyl-2-oxo-2,3-dihydro-1H-benzo[d]imidazol-5-yl)prop-2-yn-1-yl)oxy)piperidine-1-carboxylic acid tert-butyl ester